N-[2-(2-aminoethoxy)ethyl]-4-[[3-[1-(1-chloro-3-hydroxypropan-2-yl)-3-(trifluoromethyl)pyrazol-4-yl]imidazo[1,2-a]pyrazin-8-yl]amino]-2-ethylbenzamide formate C(=O)O.NCCOCCNC(C1=C(C=C(C=C1)NC=1C=2N(C=CN1)C(=CN2)C=2C(=NN(C2)C(CCl)CO)C(F)(F)F)CC)=O